C(C1=CC=CC=C1)OCCCC=1N=C2N(C=C(C(=C2)OC(C)C)NC(=O)C2=NC(=CC=C2)C(F)(F)F)C1 N-[2-(3-benzyloxypropyl)-7-isopropoxy-imidazo[1,2-a]pyridin-6-yl]-6-(trifluoromethyl)pyridine-2-carboxamide